(3S)-3-(5-{[(3S,4S)-1-{[8-fluoro-2-(2-hydroxy-2-methylpropyl)quinazolin-6-yl]methyl}-4-(methoxymethyl)pyrrolidin-3-yl]oxy}-1-oxo-2,3-dihydro-1H-isoindol-2-yl)piperidine-2,6-dione FC=1C=C(C=C2C=NC(=NC12)CC(C)(C)O)CN1C[C@H]([C@@H](C1)COC)OC=1C=C2CN(C(C2=CC1)=O)[C@@H]1C(NC(CC1)=O)=O